5-({3-[2-(4-chloro-3-fluorophenoxy)acetamido]bicyclo[1.1.1]pent-1-yl}amino)pyridine-3-carboxylic acid ethyl ester C(C)OC(=O)C=1C=NC=C(C1)NC12CC(C1)(C2)NC(COC2=CC(=C(C=C2)Cl)F)=O